5-(hydroxydi(1H-indol-2-yl)methyl)benzene-1,2,3-triol OC(C=1C=C(C(=C(C1)O)O)O)(C=1NC2=CC=CC=C2C1)C=1NC2=CC=CC=C2C1